FC(OC1=NC(=CC=C1NC(=O)C1(CN(C1)C(=O)C1CC1)C1=C(C=CC=C1)C(C)C)C)F (1S,2R)-2-(3-((2-(Difluoromethoxy)-6-methylpyridin-3-yl)carbamoyl)-3-(2-isopropylphenyl)azetidin-1-carbonyl)cyclopropan